(E)-4-(2,4,7-trimethyl-1-oxooct-2,6-dien-4-yl)benzonitrile C/C(/C=O)=C\C(CC=C(C)C)(C)C1=CC=C(C#N)C=C1